C(CC)OCCOCCO diethylene glycol mono-1-propyl ether